NC=1C2=C(N=CN1)N(C=C2I)[C@H]2[C@H]([C@@H]([C@H](O2)CO)O)F (2R,3R,4S,5R)-5-(4-amino-5-iodo-7H-pyrrolo[2,3-d]pyrimidin-7-yl)-4-fluoro-2-(hydroxymethyl)tetrahydrofuran-3-ol